CN1C(C(CC1)[2H])=O N-methyl-pyrrolidone-d